C(CC)C=1C=C(C(=O)[O-])C=CC1 3-propylbenzoate